NC1=NC=C(C(=N1)N)CC1=CC(=C(C(=C1C(C)=O)OC)OC)OC 1-(6-((2,4-diaminopyrimidin-5-yl)methyl)-2,3,4-trimethoxyphenyl)ethanone